10-phenyl-10h,10'h-spiro[acridine-9,9'-anthracene] C1(=CC=CC=C1)N1C=2C=CC=CC2C2(C3=CC=CC=C3CC=3C=CC=CC23)C2=CC=CC=C12